C=C1C2CCCCC2C(CC1)=C 5,8-dimethylenedecahydronaphthalene